BrC1=C(C=CC=C1)C1CN(CCN1)C=1C2=C(N=C(N1)N)CCOC2 4-(3-(2-bromophenyl)piperazin-1-yl)-7,8-dihydro-5H-pyrano[4,3-d]pyrimidin-2-amine